3-((4-(1H-benzo[d]imidazol-5-yl)pyrimidin-2-yl)amino)-N-cyclopropylbenzenesulfonamide N1C=NC2=C1C=CC(=C2)C2=NC(=NC=C2)NC=2C=C(C=CC2)S(=O)(=O)NC2CC2